1-(2-chloro-6-fluorophenyl)-N-(6-methylpyrimidin-4-yl)-1H-pyrazolo[4,3-c]pyridin-6-amine ClC1=C(C(=CC=C1)F)N1N=CC=2C=NC(=CC21)NC2=NC=NC(=C2)C